Cl.ClC1=C(C=CC(=C1)Cl)C=1CCCC2=C(C1C1=C(C(=CC=C1)O[C@H]1CN(CC1)CCCF)F)C=CC(=C2)C(=O)O (R)-8-(2,4-dichlorophenyl)-9-(2-fluoro-3-((1-(3-fluoropropyl)pyrrolidin-3-yl)oxy)phenyl)-6,7-dihydro-5H-benzo[7]annulene-3-carboxylic acid, hydrochloride